O=C1C=2N(C3=C(N1)C=C(C=N3)C(=O)OC)C=CC2 methyl 6-oxo-5,6-dihydropyrido[3,2-e]pyrrolo[1,2-a]pyrazine-3-carboxylate